(6E)-6-[(6-chloro-2-methyl-2H-indazol-5-yl)imino]-3-[(1-methyl-1H-1,2,4-triazol-3-yl)methyl]-1-(2,4,5-trifluorobenzyl)-1,3,5-triazine-2,4-dione ClC=1C(=CC2=CN(N=C2C1)C)\N=C\1/NC(N(C(N1CC1=C(C=C(C(=C1)F)F)F)=O)CC1=NN(C=N1)C)=O